BrC=1C(=C(C(=O)[O-])C=C(C1)F)Cl 3-bromo-2-chloro-5-fluoro-benzoate